IC1=CC=2C(C3=CC=CC=C3C2C=C1)(C)C 2-iodo-9,9-dimethyl-9H-fluorene